methyl 5-(5-fluoro-2-methoxyphenyl)-1-methyl-2-oxo-1,2-dihydropyridine-4-carboxylate FC=1C=CC(=C(C1)C=1C(=CC(N(C1)C)=O)C(=O)OC)OC